FC1(N(C=NC=2NC3=CC=C(C=C3C21)C2=CC=NC=C2)CO)N[C@@H]2CC[C@H](CC2)N2CCOCC2 4-fluoro-3-(hydroxymethyl)-N-(trans-4-morpholinocyclohexyl)-6-(pyridin-4-yl)-9H-pyrimido[4,5-b]indole-4-amine